BrC1=C(C=CC=C1)N/C(/SCC=O)=N/C(OCC)=O (Z)-Ethyl (((2-bromophenyl)amino)((2-oxoethyl)thio)methylene)carbamate